ethyl 3-bromo-2,4-bis(methoxymethoxy)-6-methylbenzoate BrC=1C(=C(C(=O)OCC)C(=CC1OCOC)C)OCOC